4-(3,4-dihydroxyphenyl)-6-hydroxy-2-(4-hydroxy-3-methoxyphenethyl)-7-methoxy-1H-benzo[f]isoindole-1,3(2H)-dione OC=1C=C(C=CC1O)C1=C2C(=CC=3C(N(C(C13)=O)CCC1=CC(=C(C=C1)O)OC)=O)C=C(C(=C2)O)OC